2-{(5R)-3-[2-(1-{[3,5-bis(difluoromethyl)-1H-pyrazol-1-yl]acetyl}piperidin-4-yl)-1,3-thiazol-4-yl]-4,5-dihydro-1,2-oxazol-5-yl}-3-chlorophenyl methanesulfonate CS(=O)(=O)OC1=C(C(=CC=C1)Cl)[C@H]1CC(=NO1)C=1N=C(SC1)C1CCN(CC1)C(CN1N=C(C=C1C(F)F)C(F)F)=O